sodium antimony (oxy)sulfide O=S.[Sb].[Na]